DIAMINOPHENOXY-ETHANOL NCC(O)(OC1=CC=CC=C1)N